2-(6-methoxy-5-(trifluoromethyl)pyridin-3-yl)acetic acid COC1=C(C=C(C=N1)CC(=O)O)C(F)(F)F